5-methyl-1-(1-((4'-(pyrrolidin-1-ylmethyl)-[1,1'-biphenyl]-4-yl)methyl)-1H-indol-5-yl)-1H-1,2,4-triazole-3-carboxamide CC1=NC(=NN1C=1C=C2C=CN(C2=CC1)CC1=CC=C(C=C1)C1=CC=C(C=C1)CN1CCCC1)C(=O)N